3,5,7-tris(benzyloxy)-2-(4-(benzyloxy)-3-fluorophenyl)-2H-chromene C(C1=CC=CC=C1)OC=1C(OC2=CC(=CC(=C2C1)OCC1=CC=CC=C1)OCC1=CC=CC=C1)C1=CC(=C(C=C1)OCC1=CC=CC=C1)F